N-[(Z)-3-fluoro-2-(5,6,7,8-tetrahydroacridin-2-yloxymethyl)allyl]Carbamic acid tert-butyl ester C(C)(C)(C)OC(NC/C(=C/F)/COC1=CC2=CC=3CCCCC3N=C2C=C1)=O